ClC1=C(C(=CC=C1Cl)O)C1CC(NCC1)CNC(=O)N rel-[4-(2,3-dichloro-6-hydroxyphenyl)piperidin-2-yl]Methyl-urea